2,6-dimethoxycarbonylphenyl-3-methyl-5-butyl-4-pyrone COC(=O)C1=C(C(=CC=C1)C(=O)OC)C=1OC=C(C(C1C)=O)CCCC